C1(=CC=CC=C1)C1=CC=C(C=C1)C#N 4'-biphenyl-carbonitrile